ClC1=CC=C(S1)CNC1=C(C(=NN1C(C1=C(C=CC=C1)F)=O)C1C(N(C(C1)O)C(=O)N1CCOCC1)C(F)(F)F)C#N 5-{[(5-chlorothiophen-2-yl)methyl]amino}-1-(2-fluorobenzoyl)-3-[5-hydroxy-1-(morpholine-4-carbonyl)-2-(trifluoromethyl)pyrrolidin-3-yl]-1H-pyrazole-4-carbonitrile